2-cyclopropyl-7-(dimethylamino)-4-{3-[(5-methyl-1,3-oxazol-2-yl)amino]phenyl}-[1,3]thiazolo[4,5-d]pyrimidin-5-one C1(CC1)C=1SC2=C(N(C(N=C2N(C)C)=O)C2=CC(=CC=C2)NC=2OC(=CN2)C)N1